6-(tert-butoxycarbonyl)-2-methoxy-5,6,7,8-tetrahydro-1,6-naphthyridine-3-carboxylic acid C(C)(C)(C)OC(=O)N1CC=2C=C(C(=NC2CC1)OC)C(=O)O